C(C(C)C)C=1OC2=C(C1C)C=CC(=C2)OB(O)O (2-isobutyl-3-methylbenzofuran-6-yl)boric acid